3-(3-hydroxyphenyl)-4-methyl-2-[4-((E)-3-piperidin-1-ylpropenyl)phenyl]-2H-chromen OC=1C=C(C=CC1)C=1C(OC2=CC=CC=C2C1C)C1=CC=C(C=C1)\C=C\CN1CCCCC1